C=1N=CN2C1C1=CC=CC=C1[C@H]2[C@@H]2CCC=1C=CN=CC1[C@H]2O (7S,8S)-7-((R)-5H-imidazo[5,1-a]isoindol-5-yl)-5,6,7,8-tetrahydroisoquinolin-8-ol